S(=O)(=O)(OC(CN1CC2=CC=CC=C2CC1)COCC(CCCC)CC)[O-] Mono-[2-(3,4-dihydro-isoquinolin-2-yl)-1-(2-ethyl-hexyloxymethyl)-ethyl] sulfate